OC1=CC(=C(C=C1)NC1=NNC(=C1)C1=CN(C2=CC=CC=C12)C(=O)OC(C)(C)C)C tert-butyl 3-(3-((4-hydroxy-2-methylphenyl)amino)-1H-pyrazol-5-yl)-1H-indole-1-carboxylate